1-(1-methyl-1H-indazol-4-yl)cyclopropane-1-carbonitrile CN1N=CC2=C(C=CC=C12)C1(CC1)C#N